(R)-7-((6-((cyclopropyl(methyl)amino)methyl)-5-(tetrahydrofuran-3-yl)pyridin-2-yl)amino)-4-(7-fluoroimidazo[1,2-a]pyridin-3-yl)isoindolin-1-one C1(CC1)N(C)CC1=C(C=CC(=N1)NC=1C=CC(=C2CNC(C12)=O)C1=CN=C2N1C=CC(=C2)F)[C@@H]2COCC2